3,4-dihydroxyl-benzilic acid OC=1C=C(C(C(=O)O)(O)C2=CC=CC=C2)C=CC1O